4-[3-(1,3-benzodioxol-5-yl)-1H-pyrazol-5-yl]-2-chloropyridine O1COC2=C1C=CC(=C2)C2=NNC(=C2)C2=CC(=NC=C2)Cl